C[C@@]12C(CC[C@H]1[C@@H]1CC[C@@H]3CC(CC[C@@H]3[C@H]1CC2)=O)=O (5β)-estrane-3,17-dione